2-((2-((4-(4-((trans)-5-hydroxyadamantan-2-yl)piperazin-1-yl)-2-methoxyphenyl)amino)-5-(trifluoromethyl)pyrimidin-4-yl)amino)-N,3-dimethylbenzamide OC12CC3C(C(CC(C1)C3)C2)N2CCN(CC2)C2=CC(=C(C=C2)NC2=NC=C(C(=N2)NC2=C(C(=O)NC)C=CC=C2C)C(F)(F)F)OC